CON(C(CC)=O)C N-methoxy-N-methylpropanamide